2,4-difluoro-N-(1-((4-fluorobenzyl)sulfonyl)-1,2,3,4-tetrahydroquinolin-7-yl)benzenesulfonamide tert-butyl-((1r,3r)-3-(4-cyclopropylphenoxy)cyclobutyl)carbamate C(C)(C)(C)N(C(O)=O)C1CC(C1)OC1=CC=C(C=C1)C1CC1.FC1=C(C=CC(=C1)F)S(=O)(=O)NC1=CC=C2CCCN(C2=C1)S(=O)(=O)CC1=CC=C(C=C1)F